FC=1C(=CC(=C(C=O)C1)OC)C=1N(C=C(N1)C(F)(F)F)C 5-fluoro-2-methoxy-4-[1-methyl-4-(trifluoromethyl)imidazol-2-yl]benzaldehyde